5-chloro-4-fluoro-6-methyl-1-(p-toluenesulfonyl)pyrrolo[2,3-b]pyridine-2-carboxylic acid ClC=1C(=C2C(=NC1C)N(C(=C2)C(=O)O)S(=O)(=O)C2=CC=C(C)C=C2)F